1-tert-butoxycarbonylimino-1-oxo-2,3-dihydrobenzothiophene-5-carboxylic acid C(C)(C)(C)OC(=O)N=S1(CCC2=C1C=CC(=C2)C(=O)O)=O